3,3'-((2-ethylhexyl)azanediyl)-dipropionate C(C)C(CN(CCC(=O)[O-])CCC(=O)[O-])CCCC